2,5-di-(tert-butylperoxy)-2,5-dimethylhexane C(C)(C)(C)OOC(C)(CCC(C)(C)OOC(C)(C)C)C